2-Bromo-6-fluoro-4-(5-fluorobenzothiazol-2-yl)aniline BrC1=C(N)C(=CC(=C1)C=1SC2=C(N1)C=C(C=C2)F)F